3-(4-(5-(difluoromethyl)-1,3,4-oxadiazole-2-yl)benzyl)-1-(1-methylpiperidine-4-yl)-5-(4-(trifluoromethyl)phenyl)-1,3-dihydro-2H-benzo[d]imidazole-2-one FC(C1=NN=C(O1)C1=CC=C(CN2C(N(C3=C2C=C(C=C3)C3=CC=C(C=C3)C(F)(F)F)C3CCN(CC3)C)=O)C=C1)F